3-(4-carboxyphenylmethylaminocarbonyl)-2,5-dihydroxybenzoic acid C(=O)(O)C1=CC=C(C=C1)CNC(=O)C=1C(=C(C(=O)O)C=C(C1)O)O